C1(=CC=CC=C1)C(C1=CC=CC=C1)=NC=1C=C(C=NC1)C(CC#C[Si](C)(C)C)NS(=O)C(C)(C)C N-(1-(5-((diphenylmethylene)amino)pyridin-3-yl)-4-(trimethylsilyl)but-3-yn-1-yl)-2-methylpropane-2-sulfinamide